C(/C)=C/1\CC(N(C1)C(=O)OC(C)(C)C)C(=O)OC 1-tert-butyl 2-methyl (4Z)-4-ethylidenepyrrolidine-1,2-dicarboxylate